CN1CC(CC1)OC(=O)C=1C=NC2=CC=C(N=C2C1)C=1C=NNC1C1=NC(=CC=C1)C.C1(C=CC(N1C1(C(C(=O)NC1=O)(S(=O)(=O)O)O)C(C1=CC=CC=C1)=O)=O)=O maleimidobenzoyl-hydroxysulfosuccinimide (1-methylpyrrolidin-3-yl)6-[5-(6-methyl-2-pyridyl)-1H-pyrazol-4-yl]-1,5-naphthyridine-3-carboxylate